5-Cyano-N-[2-(4,4-dimethylcyclohexen-1-yl)-6-(1-ethyl-2,2,6,6-tetramethyl-4-piperidyl)-3-pyridyl]-1H-imidazole-2-carboxamide C(#N)C1=CN=C(N1)C(=O)NC=1C(=NC(=CC1)C1CC(N(C(C1)(C)C)CC)(C)C)C1=CCC(CC1)(C)C